FC(S(=O)(=O)NC1=CC(=C(C=C1)C1=NNC(=C1C(=O)N)NC1=NC=CN=C1)O[C@@H](C)C1=CC=C(C=C1)F)F 3-[4-(difluoromethanesulfonamido)-2-[(1S)-1-(4-fluorophenyl)ethoxy]phenyl]-5-[(pyrazin-2-yl)amino]-1H-pyrazole-4-carboxamide